BrC=1C=C(C(=NC1)OC[C@H](NC(=O)OC(C)(C)C)C(=O)O)[N+](=O)[O-] O-(5-bromo-3-nitropyridin-2-yl)-N-(tert-butoxycarbonyl)-L-serine